N3-hydroxymethyl-1,3-pentanediamine OCNC(CCN)CC